4-(Cyclohexylamino)-N-methyl-3-(2-methyl-2H-tetrazol-5-yl)benzenesulfonamide C1(CCCCC1)NC1=C(C=C(C=C1)S(=O)(=O)NC)C=1N=NN(N1)C